3-bromo-2-oxo-glutarate BrC(C(C(=O)[O-])=O)CC(=O)[O-]